2-chloro-6-cyclopropylpyridine-3-carboxylic acid ethyl ester C(C)OC(=O)C=1C(=NC(=CC1)C1CC1)Cl